C(C1=CC(C(=O)OC2=CC(=C(C(=C2)C)O[N+](=O)[O-])C)=CC(C(=O)OC2=CC(=C(C(=C2)C)O[N+](=O)[O-])C)=C1)(=O)OC1=CC(=C(C(=C1)C)O[N+](=O)[O-])C tris(3,5-dimethyl-4-nitryloxyphenyl) trimesate